ClC1=NC2=C(C=CN=C2C(=C1)C)OC1CCC1 2-chloro-8-cyclobutoxy-4-methyl-1,5-naphthyridine